(R)-N-(1-(6-ethynyl-1-methyl-5-oxo-4-phenyl-1,2,4,5-tetrahydropyrrolo[4,3,2-de]isoquinolin-3-yl)ethyl)-2-((N-methylsulfamoyl)amino)pyrazolo[1,5-a]pyrimidine-3-carboxamide C(#C)C1=CC=C2C=3C(=C(N(C(C13)=O)C1=CC=CC=C1)[C@@H](C)NC(=O)C=1C(=NN3C1N=CC=C3)NS(NC)(=O)=O)CN2C